5-(2-(4,5-dichloro-6-oxopyridazin-1(6H)-yl)acetamido)-2-methyl-N-(pyridin-2-ylmethyl)benzamide ClC=1C=NN(C(C1Cl)=O)CC(=O)NC=1C=CC(=C(C(=O)NCC2=NC=CC=C2)C1)C